OCC=1SC2=C(N1)C=C(C=C2)C2=CC[C@@H](CN2C(=O)OC(C)(C)C)C tert-butyl (3S)-6-[2-(hydroxymethyl)-1,3-benzothiazol-5-yl]-3-methyl-3,4-dihydro-2H-pyridine-1-carboxylate